COC1(CCC(CC1)NC(=O)C1CCNC2(CC2)C1)C(F)(F)F N-((1s,4R)-4-methoxy-4-(trifluoromethyl)cyclohexyl)-4-azaspiro[2.5]octane-7-carboxamide